N-[trans-4-(2-hydroxypropan-2-yl)cyclohexyl]-4-(3-methylfuro[3,2-c]pyridin-4-yl)benzamide OC(C)(C)[C@@H]1CC[C@H](CC1)NC(C1=CC=C(C=C1)C1=NC=CC2=C1C(=CO2)C)=O